CC=1C=C(CNC=2N=CC(=C3C2N(N=C3)C)NC(C(=O)N3[C@@H](COC[C@@H]3C3=NC=C(C=C3)C(F)(F)F)C)=O)C=CC1C N-(7-((3,4-dimethylbenzyl)amino)-1-methyl-1H-pyrazolo[3,4-c]pyridin-4-yl)-2-((3R,5S)-3-methyl-5-(5-(trifluoromethyl)pyridin-2-yl)morpholinyl)-2-oxoacetamide